rac-[(1S,4Z)-cyclooct-4-en-1-yl] 4-(5-fluoro-2-pyridyl)piperazine-1-carboxylate FC=1C=CC(=NC1)N1CCN(CC1)C(=O)O[C@@H]1CC\C=C/CCC1 |r|